1-(tert-butoxycarbonyl)-2-(7-(2,2,2-trifluoroethoxyimino)-3-ethylsulfonyl-quinolin-2-yl)-3-chloro-6-trifluoromethyl-1H-pyrrolo[3,2-b]pyridine C(C)(C)(C)OC(=O)N1C(=C(C2=NC=C(C=C21)C(F)(F)F)Cl)C2=NC1=CC(CC=C1C=C2S(=O)(=O)CC)=NOCC(F)(F)F